phenyl-(m-tolyl)carbamoyl chloride C1(=CC=CC=C1)N(C(=O)Cl)C=1C=C(C=CC1)C